C(C)(C)OC(C(C)[Si](OC)(OC)C)=O.C(C=C)C=1C(=NN2C1N=CC(=C2)F)N allyl-2-amino-6-fluoro-pyrazolo[1,5-a]pyrimidine Isopropyl-α-methyldimethoxysilylpropionate